(1R,4R)-4-(3-Chloroanilino)-6'-{(2R)-3-[(4-methoxyphenyl)methoxy]-2-methylpropyl}-2'H-spiro[cyclohexane-1,5'-indeno[5,6-d][1,3]dioxole]-4-carboxylic acid methyl ester COC(=O)C1(CCC2(C(=CC3=CC=4OCOC4C=C23)C[C@H](COCC2=CC=C(C=C2)OC)C)CC1)NC1=CC(=CC=C1)Cl